C[C@@H]1CN(C[C@@H](O1)CN1CC2=CC=C(C=C2CC1)N1CCNCC1)C=1C=CC(=C2N=CSC21)C#N 7-[(2R,6S)-2-methyl-6-[(6-piperazin-1-yl-3,4-dihydro-1H-isoquinolin-2-yl)methyl]morpholin-4-yl]-1,3-benzothiazole-4-carbonitrile